1,4-Dioxybenzene C1=CC(=O)C=CC1=O